BrC=1N=C2C(=C(C(N(C2=CC1)CCOC)=O)C#N)N1CCN(CC1)C(C1=CC=C(C=C1)F)C1=C(C=C(C=C1)F)OC 6-bromo-4-(4-((4-fluoro-2-methoxyphenyl)(4-fluorophenyl)methyl)piperazin-1-yl)-1-(2-methoxyethyl)-2-oxo-1,2-dihydro-1,5-naphthyridine-3-carbonitrile